C1(CCCC1)NC=1C=C(C=C2C=C(NC12)C1=CC=CC=C1)COCCOC N-cyclopentyl-5-(2-methoxyethoxymethyl)-2-phenyl-1H-indol-7-amine